FC=1C(=CC(=NC1OC)C(=O)NC)B1OC(C(O1)(C)C)(C)C 5-fluoro-6-methoxy-N-methyl-4-(4,4,5,5-tetramethyl-1,3,2-dioxaborolan-2-yl)picolin-amide